3-methyl-2-(methylsulfonyl)-3,4-dihydro-1H-pyrido[3,4-b]indole-9(2H)-carboxylic acid tert-butyl ester C(C)(C)(C)OC(=O)N1C2=C(C3=CC=CC=C13)CC(N(C2)S(=O)(=O)C)C